NC=1C=C(C=CC1[N+](=O)[O-])SC1=CC=C(C=C1)N1CCN(CC1)C(=O)OC(C)(C)C tert-butyl 4-(4-((3-amino-4-nitrophenyl)thio)phenyl)piperazine-1-carboxylate